[Li].NC1=C(OC=C)C=CC=C1 (2-aminophenoxy)ethaneN lithium